1-((3aS,6aS)-5-(4-((4-([1,2,4]triazolo[1,5-a]pyridin-7-yloxy)-2-fluoro-5-methylphenyl)amino)pyrido[3,2-d]pyrimidin-6-yl)hexahydropyrrolo[3,4-b]pyrrol-1(2H)-yl)prop-2-en-1-one N=1C=NN2C1C=C(C=C2)OC2=CC(=C(C=C2C)NC=2C1=C(N=CN2)C=CC(=N1)N1C[C@H]2N(CC[C@H]2C1)C(C=C)=O)F